COC1=CC2=C(C=3C=COC31)C(=C(S2)C(CCC(=O)O)=O)C 4-(4-methoxy-8-methylthieno[3,2-e]benzofuran-7-yl)-4-oxobutanoic acid